3-methoxy-3-methyl-butyl acetate C(C)(=O)OCCC(C)(C)OC